ClC1=C(C(=O)NC)C=CC(=C1)NC1=NC=C(C(=N1)N[C@H](CO)C1=CC=CC=C1)C=1OC=CN1 2-chloro-4-[[4-[[(1S)-2-hydroxy-1-phenyl-ethyl]amino]-5-oxazol-2-yl-pyrimidin-2-yl]amino]-N-methyl-benzamide